C(CCCC)C1=CC=2C(C3=CC=CC=C3CC2C=C1)=O 2-amyl-anthrone